C(C1=CC=CC=C1)N1CC=2N=C(N=CC2CC1)NC=1N=CN(C1)C1=CC(=C(C(=C1)OC)OC)OC 7-benzyl-N-(1-(3,4,5-trimethoxyphenyl)-1H-imidazol-4-yl)-5,6,7,8-tetrahydropyrido[3,4-d]pyrimidin-2-amine